5-[(5-{3-[(3-Fluoroazetidin-3-yl)methoxy]-5-methoxypyridin-4-yl}-1H-pyrazole-3-yl)amino]pyrazine-2-carbonitrile FC1(CNC1)COC=1C=NC=C(C1C1=CC(=NN1)NC=1N=CC(=NC1)C#N)OC